C(C1=CC=CC=C1)N(S(=O)C(C)(C)C)[C@H](CC)[C@H]1OC(C(CC1)I)O N-benzyl-N-[(1R)-1-[(2S)-6-hydroxy-5-iodo-tetrahydropyran-2-yl]propyl]-2-methyl-propane-2-sulfinamide